5-[8-[(1R)-1-aminoethyl]-6-methyl-4-oxo-benzopyran-2-yl]-1,3-dimethyl-pyridin-2-one N[C@H](C)C1=CC(=CC=2C(C=C(OC21)C=2C=C(C(N(C2)C)=O)C)=O)C